BrC1=CC=C(C=C1)N1CCC(CC1)CN1C(N(CCC1)C1=CC=CC=C1)=O 1-{[1-(4-bromophenyl)piperidin-4-yl]methyl}-3-phenyl-1,3-diazinan-2-one